((R)-1-(((2R,3S,4R,5R)-5-(6-chloro-4-(cyclopentylamino)-1H-pyrazolo[3,4-d]pyrimidin-1-yl)-3,4-dihydroxytetrahydrofuran-2-yl)methoxy)-2-sulfamoylethyl)phosphonic acid ClC1=NC(=C2C(=N1)N(N=C2)[C@H]2[C@@H]([C@@H]([C@H](O2)CO[C@@H](CS(N)(=O)=O)P(O)(O)=O)O)O)NC2CCCC2